N[C@@H]1CN(CCC1)C(=O)OC(C)(C)C tert-butyl (3S)-3-aminopiperidine-1-carboxylate